N-(tert-butyldimethylsilyl)-4-((tert-butyldimethylsilyloxy)methyl)-2-(2-hydroxypropan-2-yl)thiazole-5-sulfonamide [Si](C)(C)(C(C)(C)C)NS(=O)(=O)C1=C(N=C(S1)C(C)(C)O)CO[Si](C)(C)C(C)(C)C